4-chloro-3-(pyrrolidin-1-yl)-5-((trimethylsilyl)ethynyl)pyridine ClC1=C(C=NC=C1C#C[Si](C)(C)C)N1CCCC1